2-(3-cyano-4-isobutoxyphenyl)-4-methylthiazole-5-carboxylic acid C(#N)C=1C=C(C=CC1OCC(C)C)C=1SC(=C(N1)C)C(=O)O